OCOC1=CC=C(C=C1)OCO 1,4-bis(hydroxymethyloxy)benzene